1,2-benzothiazolone S1(N=CC2=C1C=CC=C2)=O